ClC1=C(C=CC=C1OC)C1=CN=C(O1)CSC1=NC(=NC(=N1)C)N 4-({[5-(2-Chloro-3-methoxyphenyl)-1,3-oxazol-2-yl]methyl}sulfanyl)-6-methyl-1,3,5-triazin-2-amin